2,3-DIHYDROXYBENZOIC ACID OC1=C(C(=O)O)C=CC=C1O